COC1=CC=C(C=C1)SC=1CCC1NCC1=CC=C(C=C1)C1=NOC(=N1)C(F)(F)F 3-((4-methoxyphenyl)thio)-4-((4-(5-(trifluoromethyl)-1,2,4-oxadiazol-3-yl)benzyl)amino)cyclobut-3-ene